ClCC1=NC2=C(N1C)C=CC=C2Br 2-(chloromethyl)-1-methyl-4-bromo-1H-benzimidazole